FC1=CC=CC2=C1C1(CCN(CC1)C=1OC3(C(N1)=O)CC1=CC=CC=C1C3)OC2=O 7-fluoro-1'-(4'-oxo-1,3-dihydro-4'H-spiro[indene-2,5'-[1,3]oxazol]-2'-yl)-3H-spiro[2-benzofuran-1,4'-piperidin]-3-one